N1C=CC2=C(C=CC=C12)N1C(N(C(NC1=O)=O)C1=CC(=C(C=C1)OC1=CC=CC=C1)C)=O 1-(1H-indol-4-yl)-3-(3-methyl-4-phenoxyphenyl)-1,3,5-triazine-2,4,6-trione